C(C)(C)(C)OC(=O)N1CCC(CC1)(C)C(COC)=O 4-(2-methoxyacetyl)-4-methylpiperidine-1-carboxylic acid tert-butyl ester